(1aR,5aR)-2-(2,4-Difluoro-phenyl)-1a,2,5,5a-tetrahydro-1H-2,3-diaza-cyclopropa[a]pentalene-4-carboxylic acid [1-(2-methoxy-ethyl)-pyrrolidin-3-ylmethyl]-amide COCCN1CC(CC1)CNC(=O)C=1C=2C[C@@H]3[C@H](C2N(N1)C1=C(C=C(C=C1)F)F)C3